C[C@H]1C[C@H](CN(C1)C1=C2C=CC=NC2=C(C=C1)C(F)(F)F)N (3R,5S)-5-methyl-1-(8-trifluoromethyl-quinolin-5-yl)-piperidin-3-ylamine